4-isobutyl-5-(methylamino)-2-(piperazin-1-yl)benzonitrile dihydrochloride Cl.Cl.C(C(C)C)C1=CC(=C(C#N)C=C1NC)N1CCNCC1